(3S)-3-((2-(2,6-dioxopiperidin-3-yl)-1-oxoisoindolin-5-yl)methyl)-pyrrolidine-1-carboxylic acid tert-butyl ester C(C)(C)(C)OC(=O)N1C[C@H](CC1)CC=1C=C2CN(C(C2=CC1)=O)C1C(NC(CC1)=O)=O